OC(C(C)=O)C1=C(C=CC=C1)O 1-hydroxy-1-(2-hydroxyphenyl)propan-2-one